4-(Bromomethyl)-1-(oxetan-3-ylsulfonyl)piperidine BrCC1CCN(CC1)S(=O)(=O)C1COC1